(1S)-1-(3-chloro-2-fluoro-phenyl)ethanamine ClC=1C(=C(C=CC1)[C@H](C)N)F